BrC1=CC(=C([N+](=C1)N)N)F 5-bromo-3-fluoro-pyridin-1-ium-1,2-diamine